Methyl 23-oxo-6α-ethyl-3α,7α,12α-trimethoxymethyloxy-5β-cholan-24-oate O=C(C(=O)OC)C[C@@H](C)[C@H]1CC[C@H]2[C@@H]3[C@@H]([C@@H]([C@@H]4C[C@@H](CC[C@]4(C)[C@H]3C[C@@H]([C@]12C)OCOC)OCOC)CC)OCOC